C1(=CC=CC=C1)N1C2=C(CCCC1)C=CC(=C2)COC2=CC1=C(C=N2)[C@H]2[C@@H](C1)[C@@H]2C(=O)OCC (5aR,6S,6aS)-ethyl 3-((1-phenyl-2,3,4,5-tetrahydro-1H-benzo[b]azepin-8-yl)methoxy)-5,5a,6,6a-tetrahydrocyclopropa[4,5]cyclopenta[1,2-c]pyridine-6-carboxylate